S(=O)(=O)([O-])[O-].[K+].[K+] potassium sulfate